C(C(=O)O)(=O)O.NC[C@@H]1NCCC2=CC=CC=C12 (1R)-(-)-1-aminomethyl-1,2,3,4-tetrahydroisoquinoline oxalate